O1CCC(=CC1)C=1C2=C(C(=NC1)OC)N=C(S2)NC(=O)C=2N=C(SC2)CC(=O)O {4-[7-(3,6-Dihydro-2H-pyran-4-yl)-4-methoxy-thiazolo[4,5-c]pyridin-2-ylcarbamoyl]-thiazol-2-yl}-acetic acid